NC1=C(C=CC=C1)P(=O)(C1=NC(=NC=C1C(F)(F)F)NC1CNCCC1)C 4-[(2-aminophenyl)(methyl)phosphoroso]-N-(piperidin-3-yl)-5-(trifluoromethyl)pyrimidin-2-amine